ClC1=C(C=CC=C1NC=1C=NC(=CC1)C)[C@@]1(CC(N(C(N1)=N)C1CCC(CC1)(F)F)=O)C (6S)-6-{2-Chloro-3-[(6-methyl-pyridin-3-yl)amino]phenyl}-3-(4,4-difluorocyclohexyl)-2-imino-6-methylhexahydro-pyrimidin-4-one